aluminum hypofluorite F[O-].[Al+3].F[O-].F[O-]